2-Fluoro-3-(5-(4-(methylsulfonyl)piperazin-1-yl)-1H-pyrazolo[3,4-c]pyridine-1-yl)-6-(trifluoromethyl)phenol FC1=C(C(=CC=C1N1N=CC=2C1=CN=C(C2)N2CCN(CC2)S(=O)(=O)C)C(F)(F)F)O